C(CC(O)(C(=O)O)CC(=O)O)(=O)O.C(C)OC[C@]1(CN(CC1)C(C)(C)C=1C=NC(=CC1)C)CN1C(N(C2=C1C=CC=C2)CC)=O |o1:17| (R or S)-1-((3-(ethoxymethyl)-1-(2-(6-methylpyridin-3-yl)propan-2-yl)pyrrolidin-3-yl)methyl)-3-ethyl-1,3-dihydro-2H-benzo[d]imidazol-2-one citrate